N-(2-(3-chloro-5-(trifluoromethyl)pyridine-2-yl)ethyl)-2-(trifluoromethyl)benzamide ClC=1C(=NC=C(C1)C(F)(F)F)CCNC(C1=C(C=CC=C1)C(F)(F)F)=O